S1BC=CC=C1 Thiaborinine